N-[8-fluoro-2-methylimidazo[1,2-a]pyridin-6-yl]-2-methyl-4-(2,2,6,6-tetramethyl-1,3-dihydropyridin-4-yl)indazole-7-carboxamide FC=1C=2N(C=C(C1)NC(=O)C1=CC=C(C3=CN(N=C13)C)C=1CC(NC(C1)(C)C)(C)C)C=C(N2)C